C(CC1=CC=CC=C1)[SiH](CCCB1OC(C(O1)(C)C)(C)C)C1=CC=CC=C1 phenethyl(phenyl)(3-(4,4,5,5-tetramethyl-1,3,2-dioxaborolan-2-yl)propyl)silane